[Si](C1=CC=CC=C1)(C1=CC=CC=C1)(C(C)(C)C)OC[C@H]1CC[C@]2(CCCN12)CO ((3R,7aR)-3-(((tert-butyldiphenylsilyl)oxy)methyl)hexahydro-1H-pyrrolizin-7a-yl)methanol